(6aR,10aR)-1-hydroxy-6,6,9-trimethyl-3-butyl-6a,7,8,10a-tetrahydro-6H-dibenzo[b,d]pyran OC1=CC(=CC=2OC([C@H]3[C@H](C21)C=C(CC3)C)(C)C)CCCC